O=C1N(CCC(N1COCC[Si](C)(C)C)=O)C1=C2C=CN(C2=CC=C1)C1CCC(CC1)C=O (1r,4r)-4-(4-(2,4-dioxo-3-((2-(trimethylsilyl)ethoxy)methyl)tetrahydropyrimidin-1(2H)-yl)-1H-indol-1-yl)cyclohexane-1-carbaldehyde